ClC=1C=C(C=CC1Cl)C(C#N)CO 2-(3,4-dichlorophenyl)-3-hydroxypropanenitrile